(6S)-6-methyl-5-{3-(trifluoromethyl)-4-[3-(trifluoromethyl)-1H-pyrazol-1-yl]phenyl}-3,6-dihydro-2H-1,3,4-oxadiazin-2-one C[C@H]1C(=NNC(O1)=O)C1=CC(=C(C=C1)N1N=C(C=C1)C(F)(F)F)C(F)(F)F